BrCC1=NC(=CC(=C1)NC(CCCCC(=O)O)=O)CBr 6-((2,6-bis(bromomethyl)pyridin-4-yl)amino)-6-oxohexanoic acid